C1(CC1)CN1C(=CC2=CC=C(C=C12)OC)C=1N=C2N(C=CC(=C2)C(=O)N2C[C@@H](CCC2)NC(OC(C)(C)C)=O)C1COC tert-butyl (R)-(1-(2-(1-(cyclopropylmethyl)-6-methoxy-1H-indol-2-yl)-3-(methoxymethyl)imidazo[1,2-a]pyridine-7-carbonyl)piperidin-3-yl)carbamate